C1(=C(C=CC=C1)C1=C(C2=C(SC3=C2C=CC=C3)C=C1)C1=C(C=CC=C1)C1=CC=CC=C1)C1=CC=CC=C1 [(biphenylyl)dibenzothiophenyl]biphenyl